(S)-5-phenyl-2-((1R,3S)-3-(4-(pyrazin-2-yl)-1H-pyrazol-1-yl)cyclobutyl)-2,5,6,7-tetrahydro-3H-pyrrolo[2,1-c][1,2,4]triazol-3-one C1(=CC=CC=C1)[C@@H]1CCC2=NN(C(N21)=O)C2CC(C2)N2N=CC(=C2)C2=NC=CN=C2